COC1=C(C=CC=C1)C1=NC=CC(=N1)COC1=C(C=CC=C1)C(CC(=O)[O-])(C)C 3-(2-((2-(2-methoxyphenyl) pyrimidin-4-yl) methoxy) phenyl)-3-methylbutanoate